(quinoxalin-6-yl)-7-(4-(trifluoromethoxy)phenyl)-3,3a,4,5-tetrahydro-2H-benzo[g]indazole N1=CC=NC2=CC(=CC=C12)N1N=C2C3=C(CCC2C1)C=C(C=C3)C3=CC=C(C=C3)OC(F)(F)F